sulfosuccinic acid di(2-ethylhexyl) ester sodium salt [Na+].C(C)C(COC(C(CC(=O)OCC(CCCC)CC)S(=O)(=O)[O-])=O)CCCC